bis-tributylsilylchromate C(CCC)[Si](CCCC)(CCCC)O[Cr](=O)(=O)O[Si](CCCC)(CCCC)CCCC